C(C)(C)(C)OC(NC[C@H]1C[C@H]([C@@H]2OC(O[C@@H]21)(C)C)N2C=C(C1=C2N=CN=C1)C=1SC=C(C1)CC1=CC=CC=C1)=O tert-Butyl-N-{[(3aR,4R,6R,6aS)-6-[5-(4-benzylthiophen-2-yl)pyrrolo[2,3-d]pyrimidin-7-yl]-2,2-dimethyl-tetrahydro-3aH-cyclopenta[d][1,3]dioxol-4-yl]methyl}carbamate